N-(4-(4-cyclopropyl-1H-imidazole-1-yl)pyridine-2-yl)-6-(4-isopropyl-4H-1,2,4-triazole-3-yl)picolinamide C1(CC1)C=1N=CN(C1)C1=CC(=NC=C1)NC(C1=NC(=CC=C1)C1=NN=CN1C(C)C)=O